N1(C(C(C(C(C1([2H])[2H])([2H])[2H])([2H])[2H])([2H])[2H])([2H])[2H])N1N=CC=C1N ((2H10)piperidin-1-yl)-1H-pyrazol-5-amine